N=1C=NN2C1C=C(C=C2)CC2=C(C=C(C=C2)NC=2C1=C(N=CN2)C=C(C(=N1)N1C[C@@H](N(CC1)C(=O)OC(C)(C)C)CO)Br)C tert-butyl (R)-4-(4-((4-([1,2,4]triazolo[1,5-a]pyridin-7-ylmethyl)-3-methylphenyl)amino)-7-bromopyrido[3,2-d]pyrimidin-6-yl)-2-(hydroxymethyl)piperazine-1-carboxylate